6-chloro-8-fluoro-N-[(4-methoxyphenyl)methyl]phthalazin-1-amine ClC=1C=C2C=NN=C(C2=C(C1)F)NCC1=CC=C(C=C1)OC